N2-(2,4-dimethoxybenzyl)-N-((R)-2-methyl-1-(((S)-1,1,1-trifluoropropan-2-yl)amino)hexan-2-yl)pyrido[3,2-d]pyrimidine-2,4-diamine COC1=C(CN(C=2N=C(C3=C(N2)C=CC=N3)N)[C@@](CN[C@H](C(F)(F)F)C)(CCCC)C)C=CC(=C1)OC